4-[4-(3-{4-[(4-ethyl-1-piperazinyl)methyl]-3-(trifluoromethyl)phenyl}-2,5-dioxo-1-imidazolidinyl)-2-isopropylphenoxy]-N-methyl-2-pyridinecarboxamide C(C)N1CCN(CC1)CC1=C(C=C(C=C1)N1C(N(C(C1)=O)C1=CC(=C(OC2=CC(=NC=C2)C(=O)NC)C=C1)C(C)C)=O)C(F)(F)F